FC(CC=1C=C2C(=NC=NC2=CC1)N1CC2(C1)CCN(CC2)CC2CCC(CC2)NS(=O)(=O)CC)(F)F N-((1R,4R)-4-((2-(6-(2,2,2-trifluoroethyl)quinazolin-4-yl)-2,7-diazaspiro[3.5]nonan-7-yl)methyl)cyclohexyl)ethanesulfonamide